2-Amino-7-fluoro-4-(5-fluoro-3-(4-methylhexahydropyrrolo[3,2-b]pyrrol-1(2H)-yl)-7,9-dihydrofuro[3,4-f]quinazolin-6-yl)thieno[3,2-c]pyridine-3-carbonitrile NC1=C(C=2C(=NC=C(C2S1)F)C=1C2=C(C=3C=NC(=NC3C1F)N1C3C(CC1)N(CC3)C)COC2)C#N